(Z)-2-methyl-2-butenoic acid ((2S,3R,4R)-4-(4-butyl benzyl)-2-(3,4-dimethoxyphenyl)-tetrahydrofuran-3-yl)methyl ester C(CCC)C1=CC=C(C[C@@H]2[C@@H]([C@H](OC2)C2=CC(=C(C=C2)OC)OC)COC(\C(=C/C)\C)=O)C=C1